ethyl 5-amino-1-(4-methoxyphenyl)-1H-pyrazole-4-carboxylate NC1=C(C=NN1C1=CC=C(C=C1)OC)C(=O)OCC